5-Decylpentadecane-1,5-diol C(CCCCCCCCC)C(CCCCO)(CCCCCCCCCC)O